CC1C(CCC(=C1)C)CO (2,4-dimethylcyclohex-3-enyl)methanol